FC[C@@H]1C=C[C@@H](N2C(C=3N(N1C2)C=C(C(C3O)=O)C(=O)NCC3=C(C=C(C=C3F)F)F)=O)C (1S,2S,5S)-2-(fluoromethyl)-8-hydroxy-5-methyl-7,9-dioxo-N-(2,4,6-trifluorobenzyl)-2,5,7,9-tetrahydro-1,6-methanopyrido[1,2-b][1,2,5]triazonine-10-carboxamide